(E)-3,6,6-Trimethyl-6,7-dihydrobenzofuran-4(5H)-one-O-(4-((2-hydroxyethyl)(methyl)amino)but-2-yn-1-yl)oxime OCCN(CC#CCO\N=C\1/CC(CC2=C1C(=CO2)C)(C)C)C